(4-(trifluoromethoxy)phenyl)-prop-2-en-1-one FC(OC1=CC=C(C=C1)C(C=C)=O)(F)F